Aluminum-Manganese-Germanium [Ge].[Mn].[Al]